(7S,9S)-9-acetyl-7-(((2R,4S,5S,6S)-4-amino-5-hydroxy-6-methyltetrahydro-2H-pyran-2-yl)oxy)-6,9,11-trihydroxy-7,8,9,10-tetrahydrotetracene-5,12-dione hydrochloride Cl.C(C)(=O)[C@]1(C[C@@H](C=2C(=C3C(C=4C=CC=CC4C(C3=C(C2C1)O)=O)=O)O)O[C@@H]1O[C@H]([C@H]([C@H](C1)N)O)C)O